CC(CN1N=CC(=C1)B1OC(C(O1)(C)C)(C)C)(C=C)C 1-(2,2-dimethylbut-3-enyl)-4-(4,4,5,5-tetramethyl-1,3,2-dioxaborolan-2-yl)pyrazole